C(C1=CC=CC=C1)N(CC=O)C 2-[BENZYL(METHYL)AMINO]ACETALDEHYDE